ethyl-N-cyanoethyl-aniline C(C)N(C1=CC=CC=C1)CCC#N